N-(4-((2-((4-([1,4'-bipiperidine]-1'-yl)-3-methoxyphenyl)amino)-5-chloropyrimidin-4-yl)amino)-2-chlorophenyl)acrylamide N1(CCCCC1)C1CCN(CC1)C1=C(C=C(C=C1)NC1=NC=C(C(=N1)NC1=CC(=C(C=C1)NC(C=C)=O)Cl)Cl)OC